(S)-N-(2-Amino-1-(3-chloro-5-fluorophenyl)ethyl)-1-(5-methyl-2-((tetrahydro-2H-pyran-4-yl)amino)pyrimidin-4-yl)-1H-imidazole-4-carboxamide besylate salt S(=O)(=O)(O)C1=CC=CC=C1.NC[C@H](C1=CC(=CC(=C1)F)Cl)NC(=O)C=1N=CN(C1)C1=NC(=NC=C1C)NC1CCOCC1